FC=1C(=NC(=NC1)NC=1C=C2CCOC(C2=CC1)=O)C1=CNC2=C(C=CC=C12)NC([C@@H](COC)N1CCN(CC1)C)=O (R)-N-(3-(5-fluoro-2-((1-oxoisochroman-6-yl)amino)pyrimidin-4-yl)-1H-indol-7-yl)-3-methoxy-2-(4-methylpiperazin-1-yl)propanamide